2-(3,5-dichloro-4-((3-ethyl-1H-indazol-5-yl)oxy)phenyl)-3,5-dioxo-2,3,4,5-tetrahydro-1,2,4-triazine-6-carbonitrile ClC=1C=C(C=C(C1OC=1C=C2C(=NNC2=CC1)CC)Cl)N1N=C(C(NC1=O)=O)C#N